Di-L-Arginine Malate C(C(O)CC(=O)O)(=O)O.N[C@@H](CCCNC(N)=N)C(=O)O.N[C@@H](CCCNC(N)=N)C(=O)O